BrC1=CC=2C[C@H]3OC(C(N[C@H]3C2C=C1)=O)C |r| Rac-(4aS,9aR)-7-bromo-2-methyl-4,4a,9,9a-tetrahydroindeno[2,1-b][1,4]oxazin-3(2H)-one